CC(CCCC(=O)O)CC(C)(C)C.C(C)(=O)O ACETATE (3,5,5-trimethylhexyl acetate)